N-[(3,5-dimethylpiperazin-1-yl)(imino)methyl]-N-methylbenzamide CC1CN(CC(N1)C)C(N(C(C1=CC=CC=C1)=O)C)=N